C(CCCCCCC\C=C/C\C=C/CCCCC)(=O)OCC(COC(CC12CC3CC(CC(C1)C3)C2)=O)COC(=O)OC2CCN(CC2)C(C)C 3-(2-((3r,5r,7r)-adamantan-1-yl)acetoxy)-2-(((((1-isopropylpiperidin-4-yl)oxy)carbonyl)oxy)methyl)propyl (9Z,12Z)-octadeca-9,12-dienoate